5-Chloro-2,3-dihydro-1-indenone ClC=1C=C2CCC(C2=CC1)=O